6-(2-(1H-tetrazol-5-yl)phenyl)-N2-benzyl-N4-(6-fluorobenzo[d]thiazol-2-yl)-N2-propylpyridine-2,4-diamine N1N=NN=C1C1=C(C=CC=C1)C1=CC(=CC(=N1)N(CCC)CC1=CC=CC=C1)NC=1SC2=C(N1)C=CC(=C2)F